1-allyl-2-(2,5-dichlorophenyl)benzimidazole C(C=C)N1C(=NC2=C1C=CC=C2)C2=C(C=CC(=C2)Cl)Cl